3-bromo-9-(4-((4-methoxypiperidin-1-yl)carbonyl)phenyl)-2-(trifluoromethyl)-4H-pyrido[1,2-a]pyrimidin-4-one BrC1=C(N=C2N(C1=O)C=CC=C2C2=CC=C(C=C2)C(=O)N2CCC(CC2)OC)C(F)(F)F